methanone-(O-acetyloxime) C(C)(=O)ON=C